N-(3-chlorophenyl)benzamide ClC=1C=C(C=CC1)NC(C1=CC=CC=C1)=O